C(C)(C)(C)OC(N[N@]1C(C1)C)=O (R)-2-methylaziridine-1-carbamic acid tert-butyl ester